Cl.C(C)OC1=C(C=C(CCN2C[C@@H](CC2)N)C=C1)F (R)-1-(4-ethoxy-3-fluorophenethyl)pyrrolidin-3-amine hydrochloride